CC(C)(OC(NOCCNC(CNC(CNC(CNC(CNC([C@H](CO)N[C@@H](CCC(N)=O)C(=O)[O-])=O)=O)=O)=O)=O)=O)C ((S)-1-((2-((2-((2-((2,2-dimethyl-4,10-dioxo-3,6-dioxa-5,9-diazaundecan-11-yl)amino)-2-oxoethyl)amino)-2-oxoethyl)amino)-2-oxoethyl)amino)-3-hydroxy-1-oxopropan-2-yl)-L-glutaminate